(R)-1-(2-((1-((tert-butyldimethylsilyl)oxy)propan-2-yl)(2-((2-fluoro-2'-methyl-[1,1'-biphenyl]-3-yl)amino)-2-oxoethyl)amino)-2-oxoethyl)-1H-indazole-3-carboxamide [Si](C)(C)(C(C)(C)C)OC[C@@H](C)N(C(CN1N=C(C2=CC=CC=C12)C(=O)N)=O)CC(=O)NC=1C(=C(C=CC1)C1=C(C=CC=C1)C)F